COC[C@H]1CN2C(O1)=C(C=N2)[S@@](=O)(N)=NC(NC2=C1C(=CC=3CCCC23)C[C@@H]1C)=O (R,2R)-2-(methoxymethyl)-N'-(((S)-2-methyl-2,4,5,6-tetrahydro-1H-cyclobuta[f]inden-3-yl)carbamoyl)-2,3-dihydropyrazolo[5,1-b]oxazole-7-sulfonimidamide